Cl.FC=1C=C(OC2CNC2)C=C(C1F)F 3-(3,4,5-trifluorophenoxy)azetidine hydrochloride